BrC=1C(=NC=CC1C(F)(F)F)N1CCC(CCC1)(F)F 1-[3-bromo-4-(trifluoromethyl)-2-pyridinyl]-4,4-difluoro-azepane